C(C)C(CN(C(C(CC(C(C(C)(C)C)=O)=O)=O)=O)CC(CCCC)CC)CCCC N,N-bis(2-ethylhexyl)-6,6-dimethyl-2,4,5-trioxoheptanamide